di-tertiary butyl-amine C(C)(C)(C)NC(C)(C)C